4-((2-bromothiazol-5-yl)methyl)morpholine BrC=1SC(=CN1)CN1CCOCC1